BrC=1N=C2N(COC3=C2C=NC=C3)C1C1=CC=NC=C1 2-Bromo-3-(pyridin-4-yl)-5H-imidazo[1,2-c]pyrido[3,4-e][1,3]oxazine